N1C=C(C2=CC=CC=C12)S(=O)(=O)N (E)-1H-indole-3-sulfonamide